C(C1=CC=CC=C1)OC(=O)N1CC(=C(CC1)Cl)C=CC(=O)OCC 4-chloro-3-(3-ethoxy-3-oxoprop-1-en-1-yl)-5,6-dihydropyridine-1(2H)-carboxylic acid benzyl ester